4,8a,9,9-tetramethyldecahydro-1,6-methanonaphthalen-1-ol CC1CCC2(C3(CCC(CC13)C2(C)C)C)O